dimethyl (2R,3R)-2,3-dihydroxysuccinate O[C@@H](C(=O)OC)[C@H](C(=O)OC)O